Methyl 9-(2,4-difluoroanilino)-[1,3]thiazolo[5,4-f]quinazoline-2-carboximidate FC1=C(NC2=NC=NC3=CC=C4C(=C23)SC(=N4)C(OC)=N)C=CC(=C1)F